CC1=CC(=CC=2N1C=C(N2)CN)C (5,7-dimethylimidazo[1,2-a]pyridin-2-yl)methylamine